COC1=CC=C(C(=O)NC2=C(C(=O)NCCN3CCOCC3)C=CC=C2)C=C1 2-[(4-methoxybenzoyl)amino]-N-(2-morpholin-4-ylethyl)benzamide